1-((3s,4R)-4-(4-fluorophenyl)-1-(2-methoxyethyl)pyrrolidin-3-yl)-3-(3-((R)-2-hydroxybutoxy)-4-methyl-1-phenyl-1H-pyrazol-5-yl)urea FC1=CC=C(C=C1)[C@H]1[C@@H](CN(C1)CCOC)NC(=O)NC1=C(C(=NN1C1=CC=CC=C1)OC[C@@H](CC)O)C